C(C)(=O)NC1(C2=CC=CC=C2C=2C=CC=CC12)C(=O)N1[C@@H]([C@H]2[C@@H](C1)CCC2)C(=O)N[C@H](C[C@@H]2C(NCC2)=O)C(CO)=O (1S,3aS,6aR)-2-(9-acetamido-9H-fluorene-9-carbonyl)-N-((R)-4-hydroxy-3-oxo-1-((R)-2-oxopyrrolidin-3-yl)butan-2-yl)octahydrocyclopenta[c]pyrrole-1-carboxamide